ClC=1C(=C(C=CC1F)[C@@H](NC(=O)N1[C@@H](C(NCC1)=O)C)C1C[C@H]2C([C@H]2C1)(F)F)F |o1:8| (R)-N-((S or R)-(3-chloro-2,4-difluoro-phenyl)((1R,3s,5S)-6,6-difluoro-bicyclo[3.1.0]hexan-3-yl)methyl)-2-methyl-3-oxo-piperazine-1-carboxamide